2-(4-(Difluoromethyl)-2,6-diisopropylphenyl)-N-((2-(4-(difluoromethyl)-2,6-diisopropylphenyl)acetamido)(6-((dimethylamino)methyl)pyridin-3-yl)(oxo)-λ6-sulfaneylidene)acetamide FC(C1=CC(=C(C(=C1)C(C)C)CC(=O)N=S(=O)(C=1C=NC(=CC1)CN(C)C)NC(CC1=C(C=C(C=C1C(C)C)C(F)F)C(C)C)=O)C(C)C)F